ClC[C@@H](COC1=C(C=C(C=C1)C(C)(C)C1=CC=C(C=C1)OC[C@H](CN1CCNCC1)O)Cl)O (R)-1-chloro-3-(2-chloro-4-(2-(4-((S)-2-hydroxy-3-(piperazin-1-yl)propoxy)phenyl)propan-2-yl)phenoxy)propan-2-ol